(R)-2-(3-(3,5-difluoro-6-(piperidin-3-ylamino)pyridin-2-yl)imidazo[1,2-a]pyrazin-6-yl)isothiazolidine 1,1-dioxide FC=1C(=NC(=C(C1)F)N[C@H]1CNCCC1)C1=CN=C2N1C=C(N=C2)N2S(CCC2)(=O)=O